2-Phenyl-1-(trifluoromethyl)-1-vinyloxirane C=CC1(C(O1)C2=CC=CC=C2)C(F)(F)F